CC1OC(C=C(C1)C=1C(=NN(C1C)CC(=O)NC1=NC=C(C=C1)C=1C=NC=NC1)C)C 2-[4-(2,6-dimethyl-3,6-dihydro-2H-pyran-4-yl)-3,5-dimethyl-pyrazol-1-yl]-N-(5-pyrimidin-5-yl-2-pyridyl)acetamide